BrC1=CC=C(CN(CC(=O)O)S(=O)(=O)C2=CC=C(C)C=C2)C=C1 N-(4-bromobenzyl)-N-tosylglycine